6-(2-chloro-5-fluoropyrimidin-4-yl)-4-(2-hydroxyethyl)-3,3-dimethylisoindol-1-one ClC1=NC=C(C(=N1)C1=CC(=C2C(NC(C2=C1)=O)(C)C)CCO)F